C1(CCCCCC1)OC1=CC=C(C(=N)N)C=C1 4-(cycloheptyloxy)benzamidine